C1(CC1)C(CNC(=O)C=1C=C(CNC(=O)N2CCC3(NC4=CC=C(C=C4C(C3)=O)F)CC2)C=CC1F)=O N-(3-((2-cyclopropyl-2-oxoethyl)carbamoyl)-4-fluorobenzyl)-6'-fluoro-4'-oxo-3',4'-dihydro-1'H-spiro[piperidine-4,2'-quinoline]-1-carboxamide